tert-butyl (2S)-2-[(2,2,2-trifluoroacetamido)methyl]azetidine-1-carboxylate FC(C(=O)NC[C@H]1N(CC1)C(=O)OC(C)(C)C)(F)F